C(C)(C)(C)OC(=O)N1CC(C1)(C)[C@](C1=CC=C(C=C1)C(C)C)(C1=CC(=NC=C1)CCC(C)(C)O)O 3-[(S)-Hydroxy-[2-(3-hydroxy-3-methyl-butyl)-pyridin-4-yl]-(4-isopropyl-phenyl)-methyl]-3-methyl-azetidine-1-carboxylic acid tert-butyl ester